(4aS)-3-acryloyl-11-fluoro-10-(2-fluoro-6-methoxyphenyl)-8-(2-isopropyl-4-methylpyridin-3-yl)-1,2,3,4,4a,5-hexahydropyrazino[1',2':4,5][1,4]oxazino[2,3-c][1,8]naphthyridin-7(8H)-one C(C=C)(=O)N1C[C@@H]2N(C3=C(C(N(C=4N=C(C(=CC34)F)C3=C(C=CC=C3OC)F)C=3C(=NC=CC3C)C(C)C)=O)OC2)CC1